(1S,3aS,6aR)-N-((R)-4-hydroxy-3-oxo-1-((S)-2-oxopyrrolidin-3-yl)butan-2-yl)-2-(4-methoxy-1H-indole-2-carbonyl)octahydrocyclopenta[c]pyrrole-1-carboxamide OCC([C@@H](C[C@H]1C(NCC1)=O)NC(=O)[C@H]1N(C[C@@H]2[C@H]1CCC2)C(=O)C=2NC1=CC=CC(=C1C2)OC)=O